1-amino-3-(benzyloxy)-N-(4-fluorobenzyl)-4-oxo-1,4-dihydropyridine-2-carboxamide NN1C(=C(C(C=C1)=O)OCC1=CC=CC=C1)C(=O)NCC1=CC=C(C=C1)F